C(CCCCCCCCCCCCCCCCCCCCCCCCCCCCC)[Si](Cl)(C)C triacontyldimethylchlorosilane